C(C)(C)OC=1C(=CC=2C(N1)=NN(C2)C21COC(C2)(C1)COC)C(=O)NC=1C(N(C=CC1)[C@H]1[C@H](C1)C)=O 6-isopropoxy-2-(1-(methoxymethyl)-2-oxabicyclo[2.1.1]hex-4-yl)-N-(1-((1r,2s)-2-methylcyclopropyl)-2-oxo-1,2-dihydropyridin-3-yl)-2H-pyrazolo[3,4-b]pyridine-5-carboxamide